NC1=C(C(NC2=C(C=CC=C12)C1=C(C=CC(=C1)OCC1=NN(C=C1)C)F)=O)C(=O)NCCC 4-amino-8-[2-fluoro-5-[(1-methylpyrazol-3-yl)methoxy]phenyl]-2-oxo-N-propyl-1H-quinoline-3-carboxamide